N(=[N+]=[N-])CCOCC1=C(C(=O)NC2=CC=C(C=C2)C2=NN(C(=C2)NC(C2=CC(=CC=C2)C2(N=N2)C(F)(F)F)=O)C)C=CC=C1 2-((2-azidoethoxy)methyl)-N-(4-(1-methyl-5-(3-(3-(trifluoromethyl)-3H-diazirin-3-yl)benzamido)-1H-pyrazol-3-yl)phenyl)benzamide